C1(=CC=CC=C1)CN(CC(COCC(CCCC)CC)O)CC1=CC=CC=C1 1-[Bis(phenylmethyl)amino]-3-[(2-ethylhexyl)oxyl]-2-propanol